2-butyl-1,2-benzothiazol C(CCC)N1SC2=C(C1)C=CC=C2